2-(5-(5-(4-amino-4-methylpiperidin-1-yl)-7H-imidazo[1,2-c]pyrrolo[3,2-e]pyrimidin-9-yl)-4-chloro-2H-indazol-2-yl)-N,N-dimethylacetamide NC1(CCN(CC1)C1=NC2=C(C=3N1C=CN3)C(=CN2)C2=C(C3=CN(N=C3C=C2)CC(=O)N(C)C)Cl)C